CC1([C@@H](N[C@H](S1)C(C(=O)NCCCC[C@H](C(=O)O)N)NC(=O)[C@@H](C2=CC=C(C=C2)O)N)C(=O)O)C.C(CCN)C[C@H](C(=O)O)N The molecule is poly-L-lysine (n > 40) in which 50-70% of the epsilon-amino groups are substituted with amoxicilloyl groups. It is a random copolymer, a thiazolidinemonocarboxylic acid, a polypeptide and an amino acid amide. It derives from an amoxicillin.